methyl 1-methyl-4-((4-((4-(trifluoromethyl)phenyl)carbamoyl)piperidin-1-yl)sulfonyl)-1H-pyrrole-2-carboxylate CN1C(=CC(=C1)S(=O)(=O)N1CCC(CC1)C(NC1=CC=C(C=C1)C(F)(F)F)=O)C(=O)OC